ClC(C(=O)C=1C=CC=NC1)Cl 5-dichloroacetyl-pyridine